NC1=NC(=C2N=CN(C2=N1)[C@H]1C[C@H](C1)COP(=O)(OC1=CC=C(C=C1)Br)N[C@@H](CC(=O)OC)C(=O)OC)OC Dimethyl (((cis-3-(2-amino-6-methoxy-9H-purin-9-yl)cyclobutyl)methoxy)(4-bromophenoxy)phosphoryl)-L-aspartate